C(C1=CC=CC=C1)N1C(CCC1CO)C(=O)OC methyl 1-benzyl-5-(hydroxymethyl)pyrrolidine-2-carboxylate